NC1=C2C(=NC=N1)N(N=C2C2=CC=C(C=1N2C=CN1)NC(=O)NC1=NOC(=C1)C1(CC1)C(F)(F)F)C1COCCC1 1-(5-(4-AMINO-1-(TETRAHYDRO-2H-PYRAN-3-YL)-1H-PYRAZOLO[3,4-D]PYRIMIDIN-3-YL)IMIDAZO[1,2-A]PYRIDIN-8-YL)-3-(5-(1-(TRIFLUOROMETHYL)CYCLOPROPYL)ISOXAZOL-3-YL)UREA